C1(CCCCC1)N1C=NC2=C1C=CC=C2 1-cyclohexyl-benzimidazole